COC(N(C)C=1C(=NC(=NC1N)C1=NN(C2=C(C=CC=C12)F)CC1=C(C=CC=C1)F)N)=O.BrC=1C=CC(=C(C(=O)NC2=CC(=CC=C2)C=2OC(=NN2)C=2OC=CC2)C1)OCC 5-Bromo-2-ethoxy-N-(3-(5-(furan-2-yl)-1,3,4-oxadiazol-2-yl)phenyl)benzamide methyl-(4,6-diamino-2-(7-fluoro-1-(2-fluorobenzyl)-1H-indazol-3-yl)pyrimidin-5-yl)(methyl)carbamate